gallium arsenic [As].[Ga]